(piperidin-4-yl)imidazoline-2,4-dione N1CCC(CC1)N1C(NC(C1)=O)=O